NC1=C(C=C(C=C1)C1=CN(C=2N=CN=C(C21)N)C2CCC2)F 5-(4-amino-3-fluorophenyl)-7-cyclobutyl-7H-pyrrolo[2,3-d]Pyrimidin-4-amine